6-(4-fluorophenyl)-5-methoxypyrimidine-4-carboxylic acid FC1=CC=C(C=C1)C1=C(C(=NC=N1)C(=O)O)OC